3-[2-(dimethylamino)ethyl]-7-ethylindol-4-ol CN(CCC1=CNC=2C(=CC=C(C12)O)CC)C